4-[(7-ethyl-7-hydroxy-5,6-dihydrocyclopenta[b]pyridin-2-yl)amino]-2-[4-(2-methyl-1,3,3a,4,6,6a-hexahydropyrrolo[3,4-c]pyrrol-5-yl)anilino]pyrimidine-5-carbonitrile C(C)C1(CCC=2C1=NC(=CC2)NC2=NC(=NC=C2C#N)NC2=CC=C(C=C2)N2CC1C(C2)CN(C1)C)O